2-tetrafluoroethyl-N,N-diethylamine FC(C(F)(F)F)CCNCC